tert-butyl (7'-fluoro-2'-methylspiro[cyclopentane-1,3'-indole]-5'-yl)carbamate FC=1C=C(C=C2C3(C(=NC12)C)CCCC3)NC(OC(C)(C)C)=O